C[C@H](C1=CC=CC2=CC=CC=C21)N=C=O (R)-(-)-1-(1-naphthyl)ethyl isocyanate